benzotriazole, sodium salt [Na].N1N=NC2=C1C=CC=C2